FC=1C=CC(=C2C(=CNC12)CCN)OC 2-(7-fluoro-4-methoxy-1H-indol-3-yl)ethan-1-amine